CC1CC2=C(C3=CC=C(C=C3C(=C2CC1)O)C)OC(C(=C)C)=O 2,6-dimethyl-9-methacryloyloxy-10-hydroxy-1,2,3,4-tetrahydroanthracene